C(/C)=C\1/CC2C3C(OC4=C3C=CC=C4)C1C2 (E)-3-ethylidene-1,2,3,4,4a,9b-hexahydro-1,4-methanodibenzo[b,d]furan